CNC(=O)C=1C=NN2C1N=CC=C2 N-methylpyrazolo[1,5-a]pyrimidine-3-carboxamide